C(C(=C)C)(=O)OC1=C(C(=C(C=C1)C=CC1=CC=CC=C1)C=CC1=CC=CC=C1)C=CC1=CC=CC=C1 tristyrylphenyl methacrylate